1-(3-morpholin-4-ylpropyl)urea N1(CCOCC1)CCCNC(=O)N